D-phenylalanyl-L-Cysteine N[C@H](CC1=CC=CC=C1)C(=O)N[C@@H](CS)C(=O)O